C(C)(C)(C)OC(N[C@@H]1[C@@H](OCC12CCN(CC2)C2=NC(=C(N=C2Br)C#N)Cl)C)=O ((3S,4S)-8-(3-bromo-6-chloro-5-cyanopyrazin-2-yl)-3-methyl-2-oxa-8-azaspiro[4.5]Decan-4-yl)carbamic acid tert-butyl ester